methyl 4-[[4-[2-(2-amino-3-pyridyl)-5-phenyl-imidazo[4,5-b]pyridin-3-yl]anilino]methyl]benzoate NC1=NC=CC=C1C1=NC=2C(=NC(=CC2)C2=CC=CC=C2)N1C1=CC=C(NCC2=CC=C(C(=O)OC)C=C2)C=C1